FC1=CC=C(C=C1)/C=C/C=1C=C(C=CC1)C=1C(=NNN1)C#N 5-{3-[(E)-2-(4-fluoro-phenyl)-vinyl]-phenyl}-2H-[1,2,3]triazole-4-carbonitrile